4-(4-methoxybenzyl)-1-((4-methylpiperidin-1-yl)methyl)-[1,2,4]triazolo[4,3-a]quinoline COC1=CC=C(CC=2C=3N(C4=CC=CC=C4C2)C(=NN3)CN3CCC(CC3)C)C=C1